8-cyclopentyl-2-methanesulfonyl-5-[2-(triisopropylsilyl)ethynyl]pyrido[2,3-d]pyrimidin-7-one C1(CCCC1)N1C(C=C(C2=C1N=C(N=C2)S(=O)(=O)C)C#C[Si](C(C)C)(C(C)C)C(C)C)=O